C1(=CC=CC=C1)SCSC(C)C 2-((phenylthio)methyl)thiopropane